4-(2,5-difluorophenyl)-N-methylthiazol-2-amine FC1=C(C=C(C=C1)F)C=1N=C(SC1)NC